4-methyl-N-[1-(2-trimethylsilylethoxymethyl)benzimidazol-5-yl]-2,3-dihydropyridazino[4,5-b][1,4]oxazin-8-amine CN1C2=C(OCC1)C(=NN=C2)NC2=CC1=C(N(C=N1)COCC[Si](C)(C)C)C=C2